2-(methylcarbamoyl)-6-(1-phenylvinyl)isonicotinic acid CNC(=O)C=1C=C(C(=O)O)C=C(N1)C(=C)C1=CC=CC=C1